bis(2-bromoethyl)-4-methylbenzenesulfonamide BrCCC=1C(=C(C=CC1C)S(=O)(=O)N)CCBr